9-[(4-chloro-2-fluorophenyl)methyl]-1-methyl-1,2,3,4-tetrahydrobenzo[4,5]imidazo[1,2-a]pyrazine ClC1=CC(=C(C=C1)CC1=CC=CC2=C1N=C1N2CCNC1C)F